C(C)OC(=O)[C@@H]1N([C@@H](CC1)C(=O)OCC)C.BrC=1C(=NC(=C(C1)C(F)(F)F)C)C1CCC(CC1)(F)F 3-bromo-2-(4,4-difluorocyclohexyl)-6-methyl-5-(trifluoromethyl)pyridine diethyl-(2R,5S)-1-methylpyrrolidine-2,5-dicarboxylate